NC=1C(=NC(=CC1)OC)CCN(CCC1=C(C=CC(=C1)F)NC1=C(C(=O)O)C=C(C(=C1)C(F)(F)F)F)C(=O)OC(C)(C)C 2-((2-(2-((2-(3-Amino-6-methoxypyridin-2-yl)ethyl)(tert-butoxycarbonyl)-amino)ethyl)-4-fluorophenyl)amino)-5-fluoro-4-(trifluoromethyl)benzoic acid